COC1=CC(=C(C=C1)C(C(=O)N)(C(C)=O)Cl)C (4-methoxy-2-methylphenyl)-2-chloro-3-oxobutanamide